CN=C(NC=1C=C(C(=O)NCC(=O)NCCC(=O)O)C=CC1)NC 3-(2-(3-(2,3-dimethylguanidino)benzamido)acetamido)propanoic acid